5-(5-cyclopropylisoxazol-3-yl)-7-(1,1,1-trifluoropropan-2-yl)-7H-pyrrolo[2,3-d]pyrimidin-4-amine C1(CC1)C1=CC(=NO1)C1=CN(C=2N=CN=C(C21)N)C(C(F)(F)F)C